C(C)(C)C1=NN(C=C1C=O)C1=NC(=NC=C1)NC1=C(C=C(C(=C1)[N+](=O)[O-])N1CCCC1)OC 3-isopropyl-1-(2-(2-methoxy-5-nitro-4-(pyrrolidin-1-yl)phenylamino)pyrimidine-4-yl)-1H-pyrazole-4-carbaldehyde